N1C(=CC=2C=NC=CC21)CNC(CN2C(=NC=C(C2=O)NC(=O)C=2SC(=CC2)OC2=CC=CC=C2)C2=CC=CC=C2)=O N-(1-(2-(((1H-pyrrolo[3,2-c]pyridine-2-yl)methyl)amino)-2-oxoethyl)-6-oxo-2-phenyl-1,6-dihydropyrimidin-5-yl)-5-phenoxythiophene-2-carboxamide